L-cysteinamide N[C@@H](CS)C(=O)N